C(C1=CC=CC=C1)OC1=NC(=CC=C1NC=1C(=C(C=CC1)N1CCC(CC1)C(OC)OC)N)OCC1=CC=CC=C1 N1-(2,6-bis(benzyloxy)pyridin-3-yl)-3-(4-(dimethoxymethyl)piperidin-1-yl)benzene-1,2-diamine